CCCCCCCCC(CCCCCCCC)OC1=NC(=NC(=N1)OC(CCCCCCCC)CCCCCCCC)NCCCCCCNC(COC1=CC=C(C=C1)C(C1=C(C=C(C=C1)OC)OC)NC(OCC1C2=CC=CC=C2C=2C=CC=CC12)=O)=O (9H-fluoren-9-yl)methyl ((4-(2-((6-((4,6-bis(heptadecan-9-yloxy)-1,3,5-triazin-2-yl)amino)hexyl)amino)-2-oxoethoxy)phenyl)(2,4-dimethoxyphenyl)methyl)carbamate